C(C1=CC=CC=C1)N1C=CC2=C(C=CC=C12)CNC(=O)NCCO 1-((1-benzyl-1H-indol-4-yl)methyl)-3-(2-hydroxyethyl)urea